C1(CC1)CN1C=CC2=NN(C(C(=C21)C2=CC=C(C#N)C=C2)=O)C2=CC1=CN(N=C1C=C2)C 4-(5-(cyclopropylmethyl)-2-(2-methyl-2H-indazol-5-yl)-3-oxo-3,5-dihydro-2H-pyrrolo[3,2-c]pyridazin-4-yl)benzonitrile